FC=1C=C(C=C(C1)C(F)(F)F)C=1N(N=C2[C@@H](N(CCC21)C(=O)C=2C=C1N=CC=NC1=CC2)C)C (S)-(3-(3-fluoro-5-(trifluoromethyl)phenyl)-2,7-dimethyl-2,4,5,7-tetrahydro-6H-pyrazolo[3,4-c]pyridin-6-yl)(quinoxalin-6-yl)methanone